FC1=CC=C(CN2C3(C=4C=NC=CC4C2=O)C(NCC3)=O)C=C1 (4-fluorobenzyl)spiro[pyrrolidine-3,3'-pyrrolo[3,4-c]pyridine]-1',2(2'H)-dione